O=CCC1(CCC1)C(=O)OCC ethyl 1-(2-oxoethyl)cyclobutane-1-carboxylate